O=C(CC(CCC(C)C)=O)O 1,3-dioxoisooctanol